FC[C@@H](C)OC1=CC(=CC2=C1C(N1[C@@H](CO2)C[C@@H](C1)OC1=NC=C2CCC(NC2=C1)=O)=O)C (2S,11aR)-6-(((R)-1-fluoropropan-2-yl)oxy)-8-methyl-2-((2-oxo-1,2,3,4-tetrahydro-1,6-naphthyridin-7-yl)oxy)-2,3,11,11a-tetrahydro-1H,5H-benzo[f]pyrrolo[2,1-c][1,4]oxazepine-5-On